FC=1C=C(CNCCCCOCCNC=2C=3C=NNC3C=C(C2)N2C=NN=C2)C=CC1OC(F)(F)F N-(2-(4-((3-fluoro-4-(trifluoromethoxy)benzyl)amino)butoxy)ethyl)-6-(4H-1,2,4-triazol-4-yl)-1H-indazol-4-amine